C1(=CC=CC=C1)S(=O)(=O)C1=CC=CC=C1.[Na] Sodium diphenylsulfone